N-(1-methyl-tetrazole-5-yl)-2-methylsulfonyl-4-trifluoromethylbenzoic acid amide CN1N=NN=C1NC(C1=C(C=C(C=C1)C(F)(F)F)S(=O)(=O)C)=O